COC1=C(CN2CCN(CC2)CC=2C=C(C=CC2)C2N(CCC2)C(=O)\C(\C#N)=C/C=2SC=CN2)C(=CC(=C1)C1=CN(C(C2=CN=CC=C12)=O)C)OC (Z)-2-(2-(3-{(4-(2,6-dimethoxy-4-(2-methyl-1-oxo-1,2-dihydro-2,7-naphthyridin-4-yl)benzyl)piperazin-1-yl)methyl}phenyl)pyrrolidine-1-carbonyl)-3-(thiazol-2-yl)acrylonitrile